(1R,3S)-3-(3-{[(4-methoxyphenyl)acetyl]amino}-1H-pyrazol-5-yl)cyclopentyl tetrahydro-2H-pyran-4-ylcarbamate O1CCC(CC1)NC(O[C@H]1C[C@H](CC1)C1=CC(=NN1)NC(CC1=CC=C(C=C1)OC)=O)=O